bis(3-propanesulfonic acid)-3,3'-bipyridylium salt [NH+]1=CC(=CC=C1)C=1C=[NH+]C=CC1.CCCS(=O)(=O)[O-].CCCS(=O)(=O)[O-]